4-cyclopentyl-1,3-oxazolidin-2-one C1(CCCC1)C1NC(OC1)=O